ClC1=CC=C2C(=CNC2=C1)S(=O)(=O)NC1=NC=C(C(=N1)OC)OC1CC1 6-chloro-N-[5-(cyclopropyloxy)-4-methoxy-pyrimidin-2-yl]-1H-indole-3-sulfonic acid amide